cyclopropylmethanamine C1(CC1)CN